O1CCN(CC1)C1=NSC=N1 3-morpholino-1,2,4-thiadiazol